ethyl 5-carbamoyl-4-(7-chlorothieno[2,3-c]pyridin-2-yl)-2-((4-fluorophenoxy)methyl)-6-isobutylnicotinate C(N)(=O)C=1C(=NC(=C(C(=O)OCC)C1C1=CC=2C(=C(N=CC2)Cl)S1)COC1=CC=C(C=C1)F)CC(C)C